(S)-1-(2-((3-(2-fluoro-4-phenoxyphenyl)-1H-pyrazolo[3,4-d]pyrimidin-1-yl)methyl)pyrrolidin-1-yl)but-2-yn-1-one FC1=C(C=CC(=C1)OC1=CC=CC=C1)C1=NN(C2=NC=NC=C21)C[C@H]2N(CCC2)C(C#CC)=O